7-amino-4-(2-chloro-4-fluorophenyl)-2H-chromen-2-one NC1=CC=C2C(=CC(OC2=C1)=O)C1=C(C=C(C=C1)F)Cl